FC=1C=C(C=CC1F)N1C(=C(C2=C1C=C1C=NNC1=C2)C2CCC(CC2)(C(=O)O)O)C(C)C 4-[5-(3,4-difluorophenyl)-6-isopropyl-1H-pyrrolo[2,3-f]indazol-7-yl]-1-hydroxy-cyclohexanecarboxylic acid